2,5-Dimethyl-2,5-di(tert.-butylperoxy)-hexyn CC(C)(C#CC(C)(OOC(C)(C)C)C)OOC(C)(C)C